ethyleneglycol bis(mercaptoacetate) SCC(=O)OCCOC(CS)=O